2-(3-chlorophenyl)-2,2-difluoro-1-(pyridin-4-yl)ethyl((S)-1-(((S)-4-(cyclopropylamino)-3,4-dioxo-1-((S)-2-oxopyrrolidin-3-yl)butan-2-yl)amino)-1-oxohexan-2-yl)carbamate ClC=1C=C(C=CC1)C(C(C1=CC=NC=C1)N(C([O-])=O)[C@H](C(=O)N[C@@H](C[C@H]1C(NCC1)=O)C(C(=O)NC1CC1)=O)CCCC)(F)F